NCC1=CC=C(C=C1)C1=CC(=C(C=C1)OC(F)(F)F)S(=O)(=O)N1CCC2(C[C@@H](CO2)NC[C@@H](COC=2C=C(C=CC2)S(=O)(=O)NC)O)CC1 3-((S)-3-((S)-8-(4'-(aminomethyl)-4-(trifluoromethoxy)biphenyl-3-ylsulfonyl)-1-oxa-8-azaspiro[4.5]decan-3-ylamino)-2-hydroxypropoxy)-N-methylbenzenesulfonamide